BrC=1C(N(C(C1Br)=O)CCCCCC(=O)O)=O 6-(3,4-dibromo-2,5-dioxo-pyrrol-1-yl)hexanoic acid